3-(4-nitrophenyl)adamantane-1-carboxylic acid [N+](=O)([O-])C1=CC=C(C=C1)C12CC3(CC(CC(C1)C3)C2)C(=O)O